C(C)[N+](C)(C)CCCOC ethyl-(3-methoxypropyl)dimethylammonium